OCC=1C=C(C=CC1)NC([C@H](C)NC([C@H](C(C)C)NC(OCC1C2=CC=CC=C2C=2C=CC=CC12)=O)=O)=O (9H-fluoren-9-yl)methyl ((S)-1-(((S)-1-((3-(hydroxymethyl)phenyl)amino)-1-oxopropan-2-yl)amino)-3-methyl-1-oxobutan-2-yl)carbamate